N-{4-[3-(4-Methylphenyl)-1,2,4-oxadiazol-5-yl]phenyl}-5-oxo-1-[(thiophen-2-yl)methyl]-pyrrolidine-3-carboxamide CC1=CC=C(C=C1)C1=NOC(=N1)C1=CC=C(C=C1)NC(=O)C1CN(C(C1)=O)CC=1SC=CC1